taurine arginine salt N[C@@H](CCCNC(N)=N)C(=O)O.NCCS(=O)(=O)O